tert-butyl 4-({2,2-difluoro-6-[2-(isopropylamino)-4-(methoxycarbonyl)phenyl]-7-azaspiro[3.5]nonan-7-yl}methyl)-5-methoxy-7-methylindole-1-carboxylate FC1(CC2(C1)CC(N(CC2)CC2=C1C=CN(C1=C(C=C2OC)C)C(=O)OC(C)(C)C)C2=C(C=C(C=C2)C(=O)OC)NC(C)C)F